(R)-3-(4-(6-(6-(2-(3-fluorophenyl)pyrrolidin-1-yl)imidazo[1,2-b]pyridazin-3-yl)pyridin-2-yl)piperazin-1-yl)azetidine-1-carboxylic acid tert-butyl ester C(C)(C)(C)OC(=O)N1CC(C1)N1CCN(CC1)C1=NC(=CC=C1)C1=CN=C2N1N=C(C=C2)N2[C@H](CCC2)C2=CC(=CC=C2)F